ClC1=CC(=C(OC2=CC=C(N)C=C2)C=C1)C 4-(4-chloro-2-methylphenoxy)aniline